COC1=NC=CC(=C1)CNC1CS(C=C1)(=O)=O 3-(((2-methoxypyridin-4-yl)methyl)amino)-2,3-dihydrothiophene 1,1-dioxide